BrC=1C(=C2C(=NC1)N(C[C@]21C[C@@H]([C@H](C1)N1N=NC(=C1)[Si](C)(C)C)O)CC1=CC=C(C=C1)OC)Cl |r| (1RS,3SR,4SR)-5'-bromo-4'-chloro-1'-(4-methoxybenzyl)-4-(4-(trimethyl-silyl)-1H-1,2,3-triazol-1-yl)-1',2'-dihydrospiro[cyclopentane-1,3'-pyrrolo[2,3-b]pyridin]-3-ol